(7S,8R)-2-((5-(2-azido-1-hydroxypropan-2-yl)-8-cyclopropoxy-2,7-naphthyridin-3-yl)amino)-7,8-dimethyl-7,8-dihydro-5H-pyrano[4,3-b]pyridin-5-one N(=[N+]=[N-])C(CO)(C)C1=C2C=C(N=CC2=C(N=C1)OC1CC1)NC1=CC=C2C(=N1)[C@H]([C@@H](OC2=O)C)C